[Si](F)(F)(F)F.[NH4+] ammonium silicon fluoride salt